tert-butyl (((tert-butoxycarbonyl)imino) (1H-pyrazol-1-yl)methyl)carbamate C(C)(C)(C)OC(=O)N=C(N1N=CC=C1)NC(OC(C)(C)C)=O